2-bromo-N-(5-(2,4-difluorophenoxy)pyridin-2-yl)propanamide BrC(C(=O)NC1=NC=C(C=C1)OC1=C(C=C(C=C1)F)F)C